N=1N(N=CC1)COC1=CC=C(OCC(CNC(C)C)O)C=C1 (4-((2H-1,2,3-triazol-2-yl)methoxy)phenoxy)-3-(isopropylamino)propan-2-ol